4-(4-(6-(2-aminopyridin-4-yl)quinazolin-4-yl)piperazin-1-yl)phenol NC1=NC=CC(=C1)C=1C=C2C(=NC=NC2=CC1)N1CCN(CC1)C1=CC=C(C=C1)O